FC(C(=O)O)C1=NC(=C(C=C1F)F)F 2-fluoro-2-(3,5,6-trifluoropyridin-2-yl)acetic acid